C1=CC=CC=2NC3=CC=C4C(=C3CC12)CC=1C=CC=CC14 indenoacridan